4,4'-dimethylbenzoin CC1=CC=C(C=C1)C(=O)C(O)C1=CC=C(C=C1)C